C(C1=CC=CC=C1)OC(=O)N[C@@H](C(=O)OC)CNC(C1=CC(=CC(=C1)F)C1=CN=CN1CC)=O (R)-methyl 2-(((benzyloxy)carbonyl)amino)-3-(3-(1-ethyl-1H-imidazol-5-yl)-5-fluorobenzamido)propanoate